C(C)C1=C(C=CC(=C1)N1C2CN(C(C1)C2)C)NC2=NC=C(C(=N2)NCCCN2C(C(C2)(C)C)=O)C(F)(F)F 1-(3-((2-((2-ethyl-4-(5-methyl-2,5-diazabicyclo[2.2.1]heptan-2-yl)phenyl)amino)-5-(trifluoromethyl)pyrimidin-4-yl)amino)propyl)-3,3-dimethylazetidin-2-one